C(C1=CC=CC=C1)OC1=C(C=CC2=CC=CC=C12)N 1-(benzyloxy)-2-naphthylamine